(R)-ethyl 3-(tert-butoxycarbonylamino)-3-(2-(2,6-dimethylphenyl)pyridin-4-yl)propanoate C(C)(C)(C)OC(=O)N[C@H](CC(=O)OCC)C1=CC(=NC=C1)C1=C(C=CC=C1C)C